C1(CCC1)OC1=C(C=C(C=C1)CN=C=O)F 1-Cyclobutoxy-2-fluoro-4-(isocyanatomethyl)benzene